O=C(CCNC=1N=[N+](C2=C([N+]1[O-])C=CC(=C2)OC(F)(F)F)[O-])OC2CN(CC2)C(C2=CC(=NC=C2)OCC(F)(F)F)=O 3-((3-oxo-3-((1-(2-(2,2,2-Trifluoroethoxy)isonicotinoyl)pyrrolidin-3-yl)oxy)propyl)amino)-7-(trifluoromethoxy)benzo[e][1,2,4]triazine-1,4-dioxide